2-(1-(2-chloro-6-ethoxypyridin-4-yl)-3-methylcyclobutanecarbonyl)-N-methylhydrazine ClC1=NC(=CC(=C1)C1(CC(C1)C)C(=O)NNC)OCC